C(C)(=O)C1=NC=C(C(=C1C)N1C(C(=C(C=C1C)OCC1=NC=C(C=C1F)F)Cl)=O)C 2'-acetyl-3-chloro-4-[(3,5-difluoropyridin-2-yl)methoxy]-3',5',6-trimethyl-[1,4'-bipyridin]-2-one